Cl.Cl.C(OCCNC(C(CC=1NC=CN1)N)=O)(OC1=CC=C(C=C1)C=CC1=CC(=CC(=C1)OC)OC)=O (E)-2-(2-amino-3-(1H-imidazol-2-yl)propanamido)ethyl (4-(3,5-dimethoxy styryl) phenyl) carbonate Dihydrochloride